2-thiophene-glyoxylic acid S1C(=CC=C1)C(C(=O)O)=O